C(CCCCC)O[Bi]C1=CC=CC=C1 hexyloxyphenyl-bismuth